3-benzyl-1-isopropyl-2,4-dioxo-3-azabicyclo[3.1.0]hexane-6-carboxylic acid C(C1=CC=CC=C1)N1C(C2(C(C2C1=O)C(=O)O)C(C)C)=O